C(C)(C)(C)C=1C=CC=C(C1O)C 6-tert-butyl-cresol